4-((2-(4-(4-chloro-2-fluorophenyl)piperidin-1-yl)benzyl)sulfinyl)-N,N-dimethylbenzenesulfonamide ClC1=CC(=C(C=C1)C1CCN(CC1)C1=C(CS(=O)C2=CC=C(C=C2)S(=O)(=O)N(C)C)C=CC=C1)F